BrC=1C=C(C=2N(C1)C(=NC2)C=2SC(=CN2)CO)Cl [2-(6-bromo-8-chloro-imidazo[1,5-a]pyridin-3-yl)thiazol-5-yl]methanol